2-bromo-4,5-dimethylphenol BrC1=C(C=C(C(=C1)C)C)O